2-(2-amino-6-chloro-8-oxo-7-(3,3,3-trifluoropropyl)-7,8-dihydro-9H-purin-9-yl)tetrahydrofuran-3-yl acetate C(C)(=O)OC1C(OCC1)N1C2=NC(=NC(=C2N(C1=O)CCC(F)(F)F)Cl)N